Lauroyl-l-carnitine CCCCCCCCCCCC(=O)O[C@H](CC(=O)[O-])C[N+](C)(C)C